Ethyl 4-benzyloxy-5-bromo-2-[2-(3,4-difluoro-2-methyl-phenoxy)-3-quinolyl]-6-methyl-pyridine-3-carboxylate C(C1=CC=CC=C1)OC1=C(C(=NC(=C1Br)C)C=1C(=NC2=CC=CC=C2C1)OC1=C(C(=C(C=C1)F)F)C)C(=O)OCC